ClC1=C(C=2N=C(N=C(C2C=N1)N1[C@@H]2[C@@H]([C@H](C[C@H]1CC2)NC(OC(C)(C)C)=O)F)OC[C@]21CCCN1C[C@@H](C2)F)F tert-butyl ((1S,2R,3S,5R)-8-(7-chloro-8-fluoro-2-(((2R-7aS)-2-fluorohexahydro-1H-pyrrolizin-7a-yl)methoxy)pyrido[4,3-d]pyrimidin-4-yl)-2-fluoro-8-azabicyclo[3.2.1]octan-3-yl)carbamate